6-tert-butyl-2-isopropyl-5-methoxyindan-1-one C(C)(C)(C)C1=C(C=C2CC(C(C2=C1)=O)C(C)C)OC